pyrrolo[3,2-b]pyridine-2-carboxylate N1C(=CC2=NC=CC=C21)C(=O)[O-]